FC(C=1C=C(C(=O)N)C=CC1)(F)F 3-trifluoromethylbenzamide